COC1=CC=NC=C1C#CC1=C(C=CC=C1)NS(=O)(=O)C1=C(C(=C(C=C1)OC)C)C 4-Methoxy-5-{2-[2-(4-methoxy-2,3-dimethylbenzensulfonamido)phenyl]-ethynyl}pyridin